(R)-1-(2,5-difluoropyridin-3-yl)ethyl (4-(5-(2-cyanopyrimidine-5-carboxamido)pyridin-2-yl)-1-methyl-1H-1,2,3-triazol-5-yl)carbamate C(#N)C1=NC=C(C=N1)C(=O)NC=1C=CC(=NC1)C=1N=NN(C1NC(O[C@H](C)C=1C(=NC=C(C1)F)F)=O)C